C(C1=CC=CC=C1)OC1=CC(=NC2=CC=NC(=C12)Cl)C=1C(=NC2=CC=CC=C2C1)OC1=C(C(=C(C=C1)F)F)C 4-benzyloxy-5-chloro-2-[2-(3,4-difluoro-2-methyl-phenoxy)-3-quinolinyl]-1,6-naphthyridine